N1=CNC2=C1C=C(C(=C2)C(=O)O)C(=O)O Benzimidazole-5,6-dicarboxylic acid